C(C)(=O)OC[C@@H]1O[C@H]([C@@H]([C@H]1CC(=O)[O-])CC(=O)[O-])N1N=CC=2C1=NC(=NC2NOCC2=CC=CC=C2)Cl (2R,3R,4R,5R)-2-(acetoxymethyl)-5-(4-((benzyloxy)amino)-6-chloro-1H-pyrazolo[3,4-d]pyrimidin-1-yl)tetrahydrofuran-3,4-diacetate